tert-butyl 4-[2-(2,8-dimethyl-imidazo[1,2-b]pyridazin-6-yl)-5-oxo-pyrido[2,3-d]pyridazin-6-yl]-2,6-dimethyl-piperidine-1-carboxylate CC=1N=C2N(N=C(C=C2C)C=2C=CC3=C(C=NN(C3=O)C3CC(N(C(C3)C)C(=O)OC(C)(C)C)C)N2)C1